FC(C1=CC(=NC=N1)C(=O)O)F 6-(difluoromethyl)pyrimidine-4-carboxylic acid